ClC=1C=C(C(=O)N2C(CCC2)C(=O)NCC2=C(C=CC=C2)OC(F)(F)F)C=C(C1O)Cl 1-(3,5-dichloro-4-hydroxybenzoyl)-N-(2-(trifluoromethoxy)benzyl)pyrrolidine-2-carboxamide